C(CC(O)(C(=O)[O-])CC(=O)[O-])(=O)[O-].[K+].[K+].[K+] Kalium citrat